2-cyclooctyl-2,2-difluoroacetamide C1(CCCCCCC1)C(C(=O)N)(F)F